Benzyl 3-((tert-butoxycarbonyl) amino)-5-hydroxypiperidine-1-carboxylate C(C)(C)(C)OC(=O)NC1CN(CC(C1)O)C(=O)OCC1=CC=CC=C1